6-aminohexanenitrile NCCCCCC#N